(1S,2R)-N-Boc-1,2-cyclohexanediamine mandelate C(C(O)C1=CC=CC=C1)(=O)O.C(=O)(OC(C)(C)C)N[C@@H]1[C@@H](CCCC1)N